FC1=C(C(=C(C=C1OC)OC)F)C1=CC2=C(N=C(N=C2)N[C@H]2[C@H](COC2)NC(C=C)=O)C(=N1)N1CCC(CC1)(C)OC N-((3R,4S)-4-((6-(2,6-difluoro-3,5-di-methoxyphenyl)-8-(4-methoxy-4-methylpiperidin-1-yl)pyrido[3,4-d]pyrimidin-2-yl)amino)tetrahydrofuran-3-yl)acrylamide